E-phloretin OC1=CC=C(CCC(=O)C=2C(O)=CC(O)=CC2O)C=C1